hexacosyl myristoleate C(CCCCCCC\C=C/CCCC)(=O)OCCCCCCCCCCCCCCCCCCCCCCCCCC